C1(=NC=CC=C1)O azaphenol